[At].ClC1=CC=C(C=C1)C(=O)N1[C@@H](C=2N(CC1)C(=NN2)C=2SC1=C(N2)C=C(C=C1)F)C (R)-(4-chlorophenyl)(3-(5-fluorobenzo[d]thiazol-2-yl)-8-methyl-5,6-dihydro-[1,2,4]triazolo[4,3-a]pyrazin-7(8H)-yl)methanone Astatine